6-[(3R)-3-{bis[(2S,3R,4R,5R)-2,3,4,5,6-pentahydroxyhexyl]amino}pyrrolidine-1-carbonyl]-1,3-diethyl-1H-1,3-benzodiazole-3-ium O[C@@H](CN([C@H]1CN(CC1)C(=O)C=1C=CC2=C(N(C=[N+]2CC)CC)C1)C[C@@H]([C@H]([C@@H]([C@@H](CO)O)O)O)O)[C@H]([C@@H]([C@@H](CO)O)O)O